4-methylphenyl-propionic acid mesylate hydrate O.S(C)(=O)(=O)O.CC1=CC=C(C=C1)C(C(=O)O)C